[Si](C)(C)(C(C)(C)C)OCCOCCOCCOCCOCCN(C([O-])=O)C1=NC=C(C=C1)C1=CC=C(C=C1)C=1SC2=C(N1)C=CC(=C2)N(C)C N-[2-[2-[2-[2-[2-[tert-butyl(dimethyl)silyl]oxyethoxy]ethoxy]ethoxy]ethoxy]ethyl]-N-[5-[4-[6-(dimethylamino)-1,3-benzothiazol-2-yl]phenyl]pyridin-2-yl]carbamate